1-trityl-1,5-dihydro-4H-pyrazolo[4,3-c]pyridin-4-one C(C1=CC=CC=C1)(C1=CC=CC=C1)(C1=CC=CC=C1)N1N=CC=2C(NC=CC21)=O